FCCCC(CC#C)S(=O)(=O)O 7-fluoro-hept-1-yne-4-sulfonic acid